1-phenyl-ethyl-imidazole dithioformate C(=S)S.C1(=CC=CC=C1)C(C)C=1NC=CN1